1-(N,N-bis(2-ethylhexyl)aminomethyl)-1,2,3-benzotriazole C(C)C(CN(CC(CCCC)CC)CN1N=NC2=C1C=CC=C2)CCCC